N-[(3R,5S)-1-methyl-3,5-dimethyl-4-piperidyl]-6-{3-[4-(N-methylcarbamoyl)-2-anisidino]-1-propynyl}-1-(2,2,2-trifluoroethyl)-1H-1,3-benzimidazole-4-carboxamide CN1C[C@H](C([C@H](C1)C)NC(=O)C1=CC(=CC=2N(C=NC21)CC(F)(F)F)C#CCNC=2C(OC)=CC=C(C2)C(NC)=O)C